2-chloro-3-fluoro-4-methoxybenzaldehyde ClC1=C(C=O)C=CC(=C1F)OC